tert-Butyl (S)-5-(3-(2-((tert-butoxycarbonyl)amino)-3-oxo-3-(piperidin-1-yl)propyl)phenyl)pent-4-ynoate C(C)(C)(C)OC(=O)N[C@@H](CC=1C=C(C=CC1)C#CCCC(=O)OC(C)(C)C)C(N1CCCCC1)=O